CC1=C(C=CC=C1N)N methylbenzene-1,3-diamine